C(C)(C)(C)C1=NC(=NO1)C(=O)NCC1=C(C=C(C=C1)C1=NC=NN2C1=CC(=C2)C=2C=C1CN(CC1=CC2)CCC2=CC=C(C=C2)NC(OC(C)(C)C)=O)C tert-butyl N-[4-[2-[5-[4-[4-[[(5-tert-butyl-1,2,4-oxadiazole-3-carbonyl)amino]methyl]-3-methyl-phenyl]pyrrolo[2,1-f][1,2,4]triazin-6-yl]isoindolin-2-yl]ethyl]phenyl]carbamate